ClC1=NC=C(C=C1)CCOC1OCCCC1 2-chloro-5-(2-((tetrahydro-2H-pyran-2-yl)oxy)ethyl)pyridine